(S)-1-(2-(2-Aminoethoxy)-2-methylpropyl)-7-benzyl-2-(pentan-2-yl)-1H-imidazo[4,5-c]quinolin-4-amine NCCOC(CN1C(=NC=2C(=NC=3C=C(C=CC3C21)CC2=CC=CC=C2)N)[C@@H](C)CCC)(C)C